N-(5,7-Difluoro-4-oxo-2-pyrrolidin-1-yl-4H-quinazolin-3-yl)-2-(3,4-difluoro-phenyl)-acetamide FC1=C2C(N(C(=NC2=CC(=C1)F)N1CCCC1)NC(CC1=CC(=C(C=C1)F)F)=O)=O